CNNC(NNC)=O N',N-dimethylaminourea